N-((1,2,3,5,6,7-hexahydro-s-indacen-4-yl)carbamoyl)-1-methyl-1H-pyrazole-3-sulfonamide, Sodium Salt [Na].C1CCC2=C(C=3CCCC3C=C12)NC(=O)NS(=O)(=O)C1=NN(C=C1)C